(1S,3S,4S)-N-[(1S)-1-cyano-2-[(3R)-2-oxo-3-piperidyl]ethyl]-2-[(2S)-3,3-dimethyl-2-[(2,2,2-trifluoroacetyl)amino]butanoyl]-5,5-difluoro-2-azabicyclo[2.2.2]octane-3-carboxamide C(#N)[C@H](C[C@@H]1C(NCCC1)=O)NC(=O)[C@H]1N([C@@H]2CC([C@H]1CC2)(F)F)C([C@H](C(C)(C)C)NC(C(F)(F)F)=O)=O